CO[C@@H]1COCC[C@H]1NCC1=NC=C(C=C1)C(F)(F)F (3S,4R)-3-methoxy-N-((5-(trifluoromethyl)pyridin-2-yl)-methyl)tetrahydro-2H-pyran-4-amine